COC(=O)[C@H]1NC([C@@H](C1)O)=O (2s,4r)-4-hydroxy-5-oxopyrrolidine-2-carboxylic acid methyl ester